(((benzyloxy)carbonyl)amino)-4-methylpiperidine-1-carboxylic acid tert-butyl ester C(C)(C)(C)OC(=O)N1C(CC(CC1)C)NC(=O)OCC1=CC=CC=C1